iron(III) sulphate tert-butyl-(R)-3-(5-((2-azaspiro[3.3]heptan-6-yl)oxy)-2'-ethoxy-[2,3'-bipyridine]-6-carboxamido)pyrrolidine-1-carboxylate C(C)(C)(C)OC(=O)N1C[C@@H](CC1)NC(=O)C1=C(C=CC(=N1)C=1C(=NC=CC1)OCC)OC1CC2(CNC2)C1.S(=O)(=O)([O-])[O-].[Fe+3].S(=O)(=O)([O-])[O-].S(=O)(=O)([O-])[O-].[Fe+3]